BrC1=C2C[C@@H](CC2=CC=C1)NCC[C@]1(CCOC2(C1)CCOCC2)C2=NC=C(C=C2)F (R)-4-bromo-N-(2-((R)-4-(5-fluoropyridine-2-yl)-1,9-dioxaspiro[5.5]undec-4-yl)ethyl)-2,3-dihydro-1H-inden-2-amine